FC=1C=C(C=CC1NC1=NC=C(C(=N1)OC1CCOCCC1O)C(F)(F)F)S(=O)(=O)N 3-fluoro-4-((4-((5-hydroxyoxepan-4-yl)oxy)-5-(trifluoromethyl)pyrimidin-2-yl)amino)benzenesulfonamide